8-methylsulfanyl-[1,2,4]triazolo[4,3-b]pyridazine CSC=1C=2N(N=CC1)C=NN2